ClC1=CC(=C(COC2=CC=CC(=N2)C2=CC(=C(CC3=NC4=C(N3C)C=C(C=C4OC(F)F)C(=O)O)C=C2F)F)C=C1)F 2-(4-(6-((4-Chloro-2-fluorobenzyl)oxy)pyridin-2-yl)-2,5-difluorobenzyl)-4-(difluoromethoxy)-1-methyl-1H-benzo[d]imidazole-6-carboxylic acid